7-(1-cyclobutylpiperidin-4-yl)-2-(4-ethyl-6-methylpyrazolo[1,5-a]pyrazin-2-yl)-4H-pyrido[1,2-a]pyrimidin-4-one C1(CCC1)N1CCC(CC1)C=1C=CC=2N(C(C=C(N2)C2=NN3C(C(=NC(=C3)C)CC)=C2)=O)C1